2-(2,4-Difluorophenyl)-N-[(3S)-9-fluoro-2-oxo-5-phenyl-1,3-dihydro-1,4-benzodiazepin-3-yl]-5-methylpyrazolo[1,5-a]pyrimidine-3-carboxamide FC1=C(C=CC(=C1)F)C1=NN2C(N=C(C=C2)C)=C1C(=O)N[C@@H]1C(NC2=C(C(=N1)C1=CC=CC=C1)C=CC=C2F)=O